C(C)(C)(C)[Si](C1=CC=CC=C1)(C1=CC=CC=C1)OCCC1=C(C=CC2=CC(=CC(=C12)OCOC)OCOC)F tert-butyl(2-(2-fluoro-6,8-bis(methoxymethoxy)naphthalen-1-yl)ethoxy)diphenylsilane